FC(OC1=C(C=CC=C1)CC#N)(F)F 2-(trifluoromethoxy)phenylacetonitrile